C(CCC)SCCCC di(n-butyl) sulfide